2-(4-((S)-2-cyclohexyl-2-((S)-2-(methylamino)propanamido)acetyl)piperazine-1-carbonyl)-5,6-difluoro-1-methyl-1H-indole-3-carboxamide C1(CCCCC1)[C@@H](C(=O)N1CCN(CC1)C(=O)C=1N(C2=CC(=C(C=C2C1C(=O)N)F)F)C)NC([C@H](C)NC)=O